3-((4-(1-(2-(4-(4-((4-([1,1'-biphenyl]-3-yl)-5-chloropyrimidin-2-yl)amino)piperidine-1-carbonyl)piperidin-1-yl)ethyl)piperidin-4-yl)phenyl)amino)piperidine-2,6-dione C1(=CC(=CC=C1)C1=NC(=NC=C1Cl)NC1CCN(CC1)C(=O)C1CCN(CC1)CCN1CCC(CC1)C1=CC=C(C=C1)NC1C(NC(CC1)=O)=O)C1=CC=CC=C1